monopalmityl phosphate P(=O)(OCCCCCCCCCCCCCCCC)([O-])[O-]